BrC1=C(C=CC=C1)[C@H]1[C@@H](C1)CCCO[Si](C)(C)C(C)(C)C trans-(3-(2-(2-bromophenyl)cyclopropyl)propoxy)(tert-butyl)dimethylsilane